BrC1=C(C(=CC=C1)O)O bromobenzene-1,2-diol